n-pentacosylethylenediamine C(CCCCCCCCCCCCCCCCCCCCCCCC)NCCN